C(C)(=O)[O-].C(CCCCCCCCCCC)[NH+]1C(CCC1)CCCC 1-Dodecyl-2-butylpyrrolidinium acetat